1-(4-(2-((1-(3,5-dimethylbenzyl)-1H-pyrazol-4-yl)amino)pyrimidin-4-yl)phenyl)imidazolidin-2-one CC=1C=C(CN2N=CC(=C2)NC2=NC=CC(=N2)C2=CC=C(C=C2)N2C(NCC2)=O)C=C(C1)C